C(C)N1N=CC(=C1)NC1=NC=CC(=N1)N N-(1-ethyl-1H-pyrazol-4-yl)pyrimidine-2,4-diamine